ClC(C1(N=C2N(C=CC(=C2)F)C1)O)Cl 2-(Dichloromethyl)-7-fluoro-2,3-dihydroimidazo[1,2-a]pyridin-2-ol